(2-2H)propionate C(C(C)[2H])(=O)[O-]